O=C1N(CCC(N1)=O)C1=CC=C(C(=O)O)C=C1 4-(2,4-Dioxotetrahydropyrimidin-1(2H)-yl)benzoic acid